2-hydroxy-4-(4-methoxyphenyl)-4-oxobut-2-enoic acid ethyl ester C(C)OC(C(=CC(=O)C1=CC=C(C=C1)OC)O)=O